6-(8-Fluoro-2-methylimidazo[1,2-a]pyridin-6-yl)-N-methyl-N-(2,2,6,6-tetramethylpiperidin-4-yl)-1,3-benzothiazol-2-amin FC=1C=2N(C=C(C1)C1=CC3=C(N=C(S3)N(C3CC(NC(C3)(C)C)(C)C)C)C=C1)C=C(N2)C